(3-METHYL-4-CARBOXYPHENYL)BORONIC ACID CC=1C=C(C=CC1C(=O)O)B(O)O